COCOC1=C(C(=C(C=C1)C(C=CC1=CC(=C(C(=C1)OCOC)OCOC)OCOC)=O)OCOC)OCOC tris(methoxymethoxy)phenyl-3-(3,4,5-tris(methoxymethoxy)phenyl)prop-2-en-1-one